tert-butyl {2-[({[(2S,5R)-6-hydroxy-7-oxo-1,6-diazabicyclo[3.2.1]oct-2-yl]carbonyl}-amino)oxy]ethyl}propan-2-ylcarbamate ON1[C@@H]2CC[C@H](N(C1=O)C2)C(=O)NOCCN(C(OC(C)(C)C)=O)C(C)C